2-(7,8-dichloro-5-(2,2-difluoropropyl)-2-oxo-1,2,3,4,5,6-hexahydroazepino[4,5-b]indol-10-yl)acetonitrile ClC1=C(C=C(C=2C3=C(NC12)C(CNC(C3)=O)CC(C)(F)F)CC#N)Cl